C[C@@H]1CN(C[C@@H](N1)C)C=1C2=CN(N=C2C(=C(C1)F)C(=O)NC=1C=C(C=2N(C1)C=C(N2)C)F)CC 4-[(3R,5S)-3,5-dimethylpiperazin-1-yl]-2-ethyl-6-fluoro-N-{8-fluoro-2-methylimidazo[1,2-a]pyridin-6-yl}indazole-7-carboxamide